N-{1'',2''-dihydrodispiro[cyclopropane-1,1'-cyclohexane-4',3''-indol]-5''-yl}-2-hydroxyethane-1-sulfonamide hydrochloride Cl.N1CC2(C3=CC(=CC=C13)NS(=O)(=O)CCO)CCC1(CC2)CC1